methyl (2-chlorophenyl) ((R)-2-((5-cyano pyridin-3-yl)methoxy)-3-(octadecyloxy)propyl) phosphate P(=O)(OC)(OC1=C(C=CC=C1)Cl)OC[C@@H](COCCCCCCCCCCCCCCCCCC)OCC=1C=NC=C(C1)C#N